C(C)(C)(C)OC(=O)N1C[C@@H]2[C@H](C1)CC(C2)=O.NCCNCCC[Si](OC)(OC)OC N-(2-aminoethyl)-3-aminopropyl-trimethoxysilane tert-Butyl-(3aR,6aS)-5-oxohexahydrocyclopenta[c]pyrrole-2(1H)-carboxylate